C(C)(C)(C)OCCC(=O)N(C)C 3-tert-butoxy-N,N-dimethylpropionamide